C(C=C)(=O)OC(C)O acryloyloxy-ethanol